C(C)(C)(C)S(=O)N[C@H](C)C=1C=C(C=C(C1)OC)C=1C=NN(C1)CC(=O)O [4-[3-[(1R)-1-(tert-butylsulfinylamino)ethyl]-5-methoxy-phenyl]pyrazol-1-yl]acetic acid